C(C=C)(=O)N1CCC(CC1)NC=1C(NC(C1C1=CNC2=CC=CC=C12)=O)=O 3-((1-acryloylpiperidin-4-yl)amino)-4-(1H-indol-3-yl)-1H-pyrrole-2,5-dione